N1C=C(C2=CC=CC=C12)CCNC1=NC(=NC2=C1OCCN2)C2=C(N=CS2)C N-(2-(1H-indol-3-yl)ethyl)-2-(4-methylthiazol-5-yl)-7,8-dihydro-6H-pyrimido[5,4-b][1,4]oxazin-4-amine